(1S,3R,4R,5R)-1,3,4-trihydroxy-6-oxabicyclo[3.2.1]Octan-7-one O[C@]12C[C@H]([C@H]([C@H](OC1=O)C2)O)O